ClC1=CC=CC(=N1)OC1=NC(=NC(=N1)NC1=CC(=CC=C1)C(F)(F)F)N1C[C@@H](CC1)O (R)-1-(4-((6-chloropyridin-2-yl)oxy)-6-((3-(trifluoromethyl)phenyl)amino)-1,3,5-triazin-2-yl)pyrrolidin-3-ol